2,7-bis[2-(dimethylamino)-propylcarbonyl]-fluoren-dihydrochloride Cl.Cl.CN(C(CC(=O)C1=CC=2CC3=CC(=CC=C3C2C=C1)C(=O)CC(C)N(C)C)C)C